CC(C=O)CC1=CC=C(C=C1)C(C)(C)C methyl-β-(p-tert-butylphenyl)propionaldehyde